C(CC)(=O)N[C@H]1C(O)O[C@@H]([C@@H]([C@@H]1O)O)CO N-Propionyl-galactosamine